1-(2,5-dimethyl-3-thienyl)-ethanone CC=1SC(=CC1C(C)=O)C